C(CCCCCCCCCCC)OC1=CC=C(C=C1)C1=CC=C(C=C1)C#N 4-dodecyloxy-4'-cyanobiphenyl